3-(azetidin-1-yl)-4-[(2R)-1-[(5-methoxy-7-methyl-1H-indol-4-yl)methyl]piperidin-2-yl]benzoic acid N1(CCC1)C=1C=C(C(=O)O)C=CC1[C@@H]1N(CCCC1)CC1=C2C=CNC2=C(C=C1OC)C